[O-]CC.[O-]CC.[O-]CC.[Ga+3] gallium triethoxide